ethyl N,N-diethylaminoacrylate CCN(CC)/C=C/C(=O)OCC